6-(2-fluorophenyl)spiro[benzo[f]imidazo[1,5-a][1,4]diazepine-4,1'-cyclopentane]-3-carboxylic acid FC1=C(C=CC=C1)C1=NC2(CCCC2)C=2N(C3=C1C=CC=C3)C=NC2C(=O)O